FC=1C(NC(N([C@H]2C[C@H](O)[C@@H](CO)O2)C1)=O)=O 5-fluoro-2'-deoxy-uridine